C1(=CC=CC=C1)CCC1=CC(NC2=CC=CC=C12)=O 4-(2-phenylethyl)-1H-quinolin-2-one